CS(=O)(=O)OCCCN1C(C(=CC=C1C(F)(F)F)C(=O)OCC)=O ethyl 1-[3-(methanesulfonyloxy)propyl]-2-oxo-6-(trifluoromethyl)-1,2-dihydropyridine-3-carboxylate